The molecule is a hydroxyflavanone with a pyranochromane skeleton that is 3,4,7,8-tetrahydro-2H,6H-pyrano[3,2-g]chromen-6-one substituted by geminal methyl groups at position 2, hydroxy groups at positions 3 and 5 and a phenyl group at position 8 which in turn is substituted by a geranyl group at position 2 and hydroxy groups at positions 3 and 4. Isolated from Macaranga tanarius, it exhibits alleopathic effect. It has a role as an allelochemical and a plant metabolite. It is a hydroxyflavanone, a pyranochromane and an extended flavonoid. CC(=CCC/C(=C/CC1=C(C=CC(=C1O)O)[C@@H]2CC(=O)C3=C(O2)C=C4C(=C3O)CC(C(O4)(C)C)O)/C)C